1-(2-Hydroxyphenyl)-3-[4-methoxy-3-[(3-methyl-4-nitrophenoxy)methyl]phenyl]prop-2-en-1-one OC1=C(C=CC=C1)C(C=CC1=CC(=C(C=C1)OC)COC1=CC(=C(C=C1)[N+](=O)[O-])C)=O